thiomorpholine-1,1-dione N1CCS(CC1)(=O)=O